6-((6-amino-5-methoxypyrimidin-4-yl)amino)-8-methyl-1,5-dioxo-1,5-dihydro-2H-spiro[imidazo[1,5-a]pyridine-3,4'-piperidine]-1'-carboxylic acid tert-butyl ester C(C)(C)(C)OC(=O)N1CCC2(CC1)NC(C=1N2C(C(=CC1C)NC1=NC=NC(=C1OC)N)=O)=O